OCCN(C1=NC=CC(=C1)C=1C=CC2=C(C(NC3=C(O2)C=CC(=C3)OCC(F)(F)F)=O)C1)C 2-(2-((2-Hydroxyethyl)(methyl)amino)pyridin-4-yl)-8-(trifluoroethoxy)dibenzo[b,f][1,4]oxazepin-11(10H)-one